OC1=CC=C(C=C1)[C@H]1N(C[C@@H](CC1)C)C(C(=O)NC=1C=C(C(=NC1)OC)C(=O)N)=O 5-[[2-[(2S,5R)-2-(4-hydroxyphenyl)-5-methyl-1-piperidyl]-2-oxo-acetyl]amino]-2-methoxy-pyridine-3-carboxamide